(R)-4-(5-hydroxy-3-methyl-1-(5-(S-methylsulfonimidoyl)pyridin-2-yl)-1H-pyrazol-4-yl)benzonitrile OC1=C(C(=NN1C1=NC=C(C=C1)[S@@](=O)(=N)C)C)C1=CC=C(C#N)C=C1